6-chloro-N-((1r,4r)-4-(3-(5-(difluoromethyl)pyrazin-2-yl)-2-oxoimidazolidin-1-yl)cyclohexyl)-4-oxochromane-2-carboxamide ClC=1C=C2C(CC(OC2=CC1)C(=O)NC1CCC(CC1)N1C(N(CC1)C1=NC=C(N=C1)C(F)F)=O)=O